Cl[Si](CCCCCC[Si](C)(C)Cl)(C)C 1,6-bis(chlorodimethylsilyl)hexane